OC1CN(CC1)C1=NC=C(C(=O)N)C=C1C=1C=NCNC1 6-(3-hydroxypyrrolidin-1-yl)-5-(1H-pyrimidine-5-yl)nicotinamide